monoethanolamine sulfosuccinate S(=O)(=O)(O)C(C(=O)O)CC(=O)O.C(O)CN